16-((3-((tetrahydro-2H-pyran-2-yl)oxy)propyl)thio)hexadecan-1-ol O1C(CCCC1)OCCCSCCCCCCCCCCCCCCCCO